1-(6-(4-(5-chloro-6-methyl-1H-indazol-4-yl)-2'-(cyclopropylmethyl)-5-methyl-1H,2'H-[3,3'-bipyrazol]-1-yl)-2-azaspiro[3.3]heptan-2-yl)prop-2-en-1-one ClC=1C(=C2C=NNC2=CC1C)C=1C(=NN(C1C)C1CC2(CN(C2)C(C=C)=O)C1)C=1N(N=CC1)CC1CC1